C(C(C)C)C(COF)OC perfluoro isobutyl-methoxyethyl ether